N1(CCCC2=CC=CC=C12)C(=O)ON=CC1=CC=C(C=C1)C 4-methylbenzaldehyde O-(1,2,3,4-tetrahydroquinoline-1-carbonyl) oxime